O=C1NC(CCC1N1C(C2=CC=C(C=C2C1=O)CN1CCC(=CC1)C1=CSC=C1)=O)=O 2-(2,6-dioxopiperidin-3-yl)-5-((4-(thiophen-3-yl)-3,6-dihydropyridine-1(2H)-yl)methyl)isoindoline-1,3-dione